Cl.CC1=C(C=CC=C1C1=NN=C(O1)C=1C=C(CN2C[C@@H](CCC2)C(=O)O)C=CC1)C1=CC=CC=C1 (R)-1-(3-(5-(2-methyl-[1,1'-biphenyl]-3-yl)-1,3,4-oxadiazol-2-yl)benzyl)piperidine-3-carboxylic acid hydrochloride